1-[4-(4-morpholinylphenyl)phenyl]-1-butanone N1(CCOCC1)C1=CC=C(C=C1)C1=CC=C(C=C1)C(CCC)=O